CC1=C(C2=C(N=C(N=C2)SC)N(C1=O)CC=1C=NOC1)C#C[Si](C(C)C)(C(C)C)C(C)C 6-methyl-2-(methylsulfanyl)-8-(1,2-oxazol-4-ylmethyl)-5-[2-(triisopropylsilyl)ethynyl]pyrido[2,3-d]pyrimidin-7-one